methoxy-4'-methyl-stilbene COC1=C(C=CC=C1)C=CC1=CC=C(C=C1)C